O1COC2=C1C=CC(=C2)\C=C/2\C(NC(=N2)NC2=CC1=C(N=CS1)C=C2)=O (Z)-5-(benzo[d][1,3]dioxol-5-ylmethylene)-2-(benzo[d]thiazol-6-ylamino)-3,5-dihydro-4H-imidazol-4-one